tert-butyl N-[(3R)-8-fluoro-7-[(Z)-N'-hydroxycarbamimidoyl]-4-oxo-5-[[4-(trifluoromethoxy)phenyl]methyl]-2,3-dihydro-1,5-benzothiazepin-3-yl]carbamate FC1=CC2=C(N(C([C@H](CS2)NC(OC(C)(C)C)=O)=O)CC2=CC=C(C=C2)OC(F)(F)F)C=C1/C(/N)=N/O